tert-butyl (S)-4-(2-amino-2-phenylacetamido)-2-chlorobenzoate N[C@H](C(=O)NC1=CC(=C(C(=O)OC(C)(C)C)C=C1)Cl)C1=CC=CC=C1